C1(=CC=C(C=C1)N(C1=CC=C(C(=O)C=2CN(C3=CC=CC=C3C2O)C)C=C1)C1=CC=C(C=C1)C)C 3-[4-(di-p-tolylamino)benzoyl]-4-hydroxy-1-methylquinoline